maleic-N,N-diethylamide C(C)N(C(\C=C/C(=O)O)=O)CC